1,2-diethylpiperidinium chloride [Cl-].C(C)[NH+]1C(CCCC1)CC